7-cyclopropyl-4-(2-fluorophenyl)-2-(2-(2-propenoyl)-2,6-diazaspiro[3.4]octan-6-yl)-5,6,7,8-tetrahydro-1,7-naphthyridine-3-carbonitrile C1(CC1)N1CCC=2C(=C(C(=NC2C1)N1CC2(CN(C2)C(C=C)=O)CC1)C#N)C1=C(C=CC=C1)F